5-(4-isopropyl-4H-1,2,4-triazol-3-yl)-3-(3-(pyridin-3-yl)phenyl)-1H-indazole C(C)(C)N1C(=NN=C1)C=1C=C2C(=NNC2=CC1)C1=CC(=CC=C1)C=1C=NC=CC1